COC([C@@H](C1=CC=C(C=C1)O)NC(=O)OCC1=CC=CC=C1)=O (R)-2-(benzyloxycarbonyl)amino-2-(4-hydroxyphenyl)-acetic acid methyl ester